C(C(C)C)OCCC#N 3-isobutoxypropionitrile